N-iso-Pentyl-4-(6-methylpyridin-3-yl)-1H-imidazole-1-carboxamide C(CC(C)C)NC(=O)N1C=NC(=C1)C=1C=NC(=CC1)C